2-(2-(Tert-butyl)-8-cyano-5-oxopyrazolo[1,5-a]pyrido[3,2-e]pyrimidin-4(5H)-yl)-N-(5-fluoropyridin-2-yl)acetamide C(C)(C)(C)C1=NN2C(N(C(C3=C2N=C(C=C3)C#N)=O)CC(=O)NC3=NC=C(C=C3)F)=C1